N\C(\C(C)C)=N/OC(/C=C/C(=O)OCC)=O (E)-ethyl 4-(((Z)-(1-amino-2-methylpropylidene)amino)oxy)-4-oxobut-2-enoate